ClC\C=C/C(=O)NC1=C(C(=CC=C1)OC=1C=2N(C=C(N1)C=1C=NN(C1)C)N=CC2)C (Z)-4-chloro-N-(2-methyl-3-((6-(1-methyl-1H-pyrazol-4-yl)pyrazolo[1,5-a]pyrazin-4-yl)oxy)phenyl)but-2-enamide